COC1=CC2=C(NC(O2)=O)C=C1 6-methoxybenzo[d]oxazol-2(3H)-one